C(C)C=1C(=C(N=NC1CC)SC1=CC=CC=C1)C(NO)=N 5,6-diethyl-N-hydroxy-3-(phenylsulfanyl)pyridazine-4-carboximidamide